BrC=1C=C2C=NNC2=CC1 5-bromo-1H-indazole